pentaerythritol tetrakis[3-(3,5-di-tert-butyl-4-hydroxy phenyl)propionate] C(C)(C)(C)C=1C=C(C=C(C1O)C(C)(C)C)CCC(=O)OCC(COC(CCC1=CC(=C(C(=C1)C(C)(C)C)O)C(C)(C)C)=O)(COC(CCC1=CC(=C(C(=C1)C(C)(C)C)O)C(C)(C)C)=O)COC(CCC1=CC(=C(C(=C1)C(C)(C)C)O)C(C)(C)C)=O